1-methyl-6-(4,4,5,5-tetramethyl-1,3,2-dioxaborolan-2-yl)-3,4-dihydroquinolin-2-one CN1C(CCC2=CC(=CC=C12)B1OC(C(O1)(C)C)(C)C)=O